(s)-2-methyl-5-((1-methylazetidin-2-yl)methoxy)benzoic acid CC1=C(C(=O)O)C=C(C=C1)OC[C@H]1N(CC1)C